C(C)N1C[C@@H](CCC1)NC=1N=NC(=C(C1)C)C1=CC=C2C(=CNC2=C1)F N-[(3R)-1-ethyl-3-piperidinyl]-6-(3-fluoro-1H-indol-6-yl)-5-methyl-pyridazin-3-amine